[Li+].[Li+].C(C)(C)(C)C1CC(C(CC1)C(=O)[O-])C(=O)[O-] 4-tert-butylcyclohexane-1,2-dicarboxylic acid dilithium salt